C(C(C)C)N1C2CC(CC1CC2)N2CCC(CC2)C=2C=C(C1=C(NC(=N1)C1=CC=C(C=C1)S(=O)(=O)C)C2)C 6-(1-(8-isobutyl-8-azabicyclo[3.2.1]octan-3-yl)piperidin-4-yl)-4-methyl-2-(4-(methylsulfonyl)phenyl)-1H-benzo[d]imidazole